1,1-dimethyl-3H-furo[3,4-c]pyridin-6-amine CC1(OCC=2C=NC(=CC21)N)C